C(C)(C)(C)N(C(O)=O)CC1CCN(CC1)S(=O)(=O)C=1C=CC2=C(CCO2)C1.C1(=CC=CC=C1)C1(CC1)S(=O)(=O)NC phenyl-N-methylcyclopropanesulfonamide tert-butyl-((1-((2,3-dihydrobenzofuran-5-yl)sulfonyl)piperidin-4-yl)methyl)carbamate